N-[3-(5-bromo-1H-pyrrolo[2,3-b]pyridine-3-carbonyl)-2,4-difluoro-phenyl]-2-methyl-propane-1-sulfonamide BrC=1C=C2C(=NC1)NC=C2C(=O)C=2C(=C(C=CC2F)NS(=O)(=O)CC(C)C)F